Cl.ClC=1C=C(C=CC1Cl)C1(CCC1)C(CCC(C)C)N(C)C 1-(1-(3,4-dichlorophenyl)cyclobutyl)-N,N,4-trimethylpentan-1-amine hydrochloride